2-(2-(2-(prop-2-yn-1-yloxy)ethoxy)ethoxy)tetrahydro-2H-pyran C(C#C)OCCOCCOC1OCCCC1